CC(CNC(OC(C)(C)C)=O)(CCC(C1=CC=CC=C1)=O)C tert-butyl N-(2,2-dimethyl-5-oxo-5-phenyl-Pentyl)carbamate